4-chloro-N-(4-(N-(4-methoxyphenyl)sulfamoyl)phenyl)benzamide ClC1=CC=C(C(=O)NC2=CC=C(C=C2)S(NC2=CC=C(C=C2)OC)(=O)=O)C=C1